methyl 2-bromo-5-((4-(hexan-3-ylamino)-5-methylpyrimidin-2-yl)amino)benzoate BrC1=C(C(=O)OC)C=C(C=C1)NC1=NC=C(C(=N1)NC(CC)CCC)C